ClCC1=CC=C2C=NNC(C2=C1)=O 7-(chloromethyl)phthalazin-1(2H)-one